5-[4-[[2-(2,2-difluoroethyl)-3-oxo-4H-quinoxalin-6-yl]methyl]piperazin-1-yl]-6-fluoro-N-methyl-pyridine FC(CC1=NC2=CC=C(C=C2NC1=O)CN1CCN(CC1)C=1C=CCN(C1F)C)F